NC([C@H](CN(C(=O)C=1C=CC2=C(B(OC2)O)C1)CC1=CC=C(C=C1)C(F)(F)F)NC(=O)C=1C=CC2=C(B(OC2)O)C1)=O (S)-N-(3-amino-2-(1-hydroxy-1,3-dihydrobenzo[c][1,2]oxaborole-6-carboxamido)-3-oxopropyl)-1-hydroxy-N-(4-(trifluoromethyl)benzyl)-1,3-dihydrobenzo[c][1,2]oxaborole-6-carboxamide